N,N,N-Trimethyl-N-(2-hydroxy-propyl)-ammonium C[N+](CC(C)O)(C)C